ClC1=C(C=CC=C1)CN1N=C(C=C1C1=CC(=CC=C1)OC)COC(C(=O)O)(CC)CC 2-([1-[(2-Chlorophenyl)methyl]-5-(3-methoxyphenyl)-1H-pyrazol-3-yl]methoxy)-2-ethylbutyric acid